C(C1=CC=CC=C1)(C1=CC=CC=C1)OC(=O)\C=C\1/[C@@H]2N([C@H](C(S2)(C)C)C(=O)OC(C2=CC=CC=C2)C2=CC=CC=C2)C1=O benzhydryl 6-(Z)-(1-benzhydryloxycarbonylmethylene)penicillanate